7-((R)-sec-Butoxy)-N-(1-cyclopropyl-2-oxo-1,2-dihydropyridin-3-yl)-2-((1S,4R)-1-methyl-2-oxabicyclo[2.2.1]Hept-4-yl)imidazo[1,2-a]Pyridine-6-carboxamide [C@@H](C)(CC)OC1=CC=2N(C=C1C(=O)NC=1C(N(C=CC1)C1CC1)=O)C=C(N2)[C@@]21CO[C@@](CC2)(C1)C